N-((2R)-1-(4-(1H-indol-5-yl)-1-oxo-2,8-diazaspiro[4.5]decan-8-yl)-3-methyl-1-oxobutan-2-yl)-2-fluoro-5-(trifluoromethyl)benzamide N1C=CC2=CC(=CC=C12)C1CNC(C12CCN(CC2)C([C@@H](C(C)C)NC(C2=C(C=CC(=C2)C(F)(F)F)F)=O)=O)=O